N1(CCC1)C1CCN(CC1)C=1C(=CC2=C(C(C=3NC4=CC(=CC=C4C3C2=O)C#C)(C)C)C1)Cl 8-(4-(azetidin-1-yl)piperidin-1-yl)-9-chloro-3-ethynyl-6,6-dimethyl-5,6-dihydro-11H-Benzo[b]carbazol-11-one